CC1(CC(CC1)C1=NOC(=N1)C1CCN(CC1)C(CC1=NON=C1C)=O)C 1-(4-(3-(3,3-dimethylcyclopentyl)-1,2,4-oxadiazol-5-yl)piperidin-1-yl)-2-(4-methyl-1,2,5-oxadiazol-3-yl)ethan-1-one